C1(CCCC1)C1=C(N=C(S1)N(C=1N=NC(=C(C1)C)\N=C\1/SC2=C(N1COCC[Si](C)(C)C)C=CC=C2)C)C(=O)OCC ethyl 5-cyclopentyl-2-[methyl(5-methyl-6-{[(2Z)-3-{[2-(trimethylsilyl)ethoxy]methyl}-2,3-dihydro-1,3-benzothiazol-2-ylidene]amino}pyridazin-3-yl)amino]-1,3-thiazole-4-carboxylate